C1OC23[C@]4(C)[C@@H](CC2(OCCO3)OC1)[C@@H]1C[C@@H](C3CCCC[C@]3(C)[C@H]1CC4)O 17,17-bis(ethylenedioxy)androstan-6α-ol